(3-((2-(2-(Piperazin-1-yl)pyridin-3-yl)phenyl)ethynyl)-1H-indazol-5-yl)(2,6-diazaspiro[3.5]nonan-2-yl)methanone N1(CCNCC1)C1=NC=CC=C1C1=C(C=CC=C1)C#CC1=NNC2=CC=C(C=C12)C(=O)N1CC2(C1)CNCCC2